rac-tert-butyl 4-[(4-{4-[(3R)-2,6-dioxopiperidin-3-yl]pyridin-2-yl}-1,4-diazepan-1-yl)methyl]piperidine-1-carboxylate O=C1NC(CC[C@@H]1C1=CC(=NC=C1)N1CCN(CCC1)CC1CCN(CC1)C(=O)OC(C)(C)C)=O |r|